C=1C=CC2=CCC=CC12 (5H)-inden